C(C)(C)(C)OC(=O)N1C(C=2C(CC1)=C(N(N2)C)C2=CC(=CC(=C2)CC(C)(C)O)Cl)C 3-[3-chloro-5-(2-hydroxy-2-methyl-propyl)phenyl]-2,7-dimethyl-5,7-dihydro-4H-pyrazolo[3,4-c]pyridine-6-carboxylic acid tert-butyl ester